(1-Methyl-1H-1,2,4-triazol-3-yl)methyl (3-chloro-1-((3-chloro-4-fluorophenyl)carbamoyl)-2-methyl-2,4,5,6-tetrahydrocyclopenta[c]pyrrol-4-yl)carbamate ClC1=C2C(=C(N1C)C(NC1=CC(=C(C=C1)F)Cl)=O)CCC2NC(OCC2=NN(C=N2)C)=O